tert-butyl 4-(5-formylthiophen-2-yl)piperazine-1-carboxylate C(=O)C1=CC=C(S1)N1CCN(CC1)C(=O)OC(C)(C)C